methyl 7-((((4,4-difluorocyclohexyl)methyl)amino)methyl)-3,3-dimethyl-2,3-dihydrofuro[3,2-b]pyridine-5-carboxylate FC1(CCC(CC1)CNCC1=C2C(=NC(=C1)C(=O)OC)C(CO2)(C)C)F